11-((2-butyloctyl)oxy)-2-(hydroxymethyl)-11-oxoundecyl (9Z,12Z)-octadeca-9,12-dienoate C(CCCCCCC\C=C/C\C=C/CCCCC)(=O)OCC(CCCCCCCCC(=O)OCC(CCCCCC)CCCC)CO